C(C)(C)(C)OC(C[C@@H](C(=O)N[C@@H](CCC(=O)OC(C)(C)C)C(NC1=CC=C(C=C1)C(F)(F)F)=O)NC([C@H](CC1=CC2=CC=CC=C2C=C1)NC(=O)C=1NC2=CC=C(C=C2C1)Cl)=O)=O tert-Butyl (S)-4-((S)-4-(tert-butoxy)-2-((S)-2-(5-chloro-1H-indole-2-carboxamido)-3-(naphthalen-2-yl)propanamido)-4-oxobutanamido)-5-oxo-5-((4-(trifluoromethyl)phenyl)amino)pentanoate